O[C@H]1[C@@H]([C@H](C(C1)=O)CCCC\C=C/C(=O)O)\C=C\[C@H](C[C@H](CCCC)C)O (Z)-7-((1r,2r,3r)-3-hydroxy-2-((3s,5s,E)-3-hydroxy-5-methylnon-1-en-1-yl)-5-oxocyclopentyl)hept-2-enoic acid